cycloprop[j]naphthalen-3-one C1C23C=CC=CC3=CC(C=C21)=O